C1(=CC=CC=C1)C1=C2C=CC(C(=C3C=CC(=C(C=4C=CC(=C(C5=CC=C1N5)C5=CC=CC=C5)N4)C4=CC=CC=C4)N3)C3=CC=CC=C3)=N2 tetraphenyl-porphyrin